4-(4-butylphenyl)-2,3-dihydroxyphenyl-pyrrolidine-1-carboxylate C(CCC)C1=CC=C(C=C1)C1=C(C(=C(C=C1)OC(=O)N1CCCC1)O)O